C(C)N(C1=CC=C(C=C1)[Sn](CCCC)(CCCC)CCCC)CC N,N-diethyl-4-(tributylstannyl)aniline